C(C)(C)(C)OC(=O)N1[C@H](CN([C@@H](C1)C)C(=O)Cl)C.ClC1C(OC(=C1Cl)OC1C2(CCC(C1)C2(C)C)C)=O 3,4-dichloro-5-bornyloxyfuranone tert-Butyl-(2S,5R)-4-(chlorocarbonyl)-2,5-dimethylpiperazine-1-carboxylate